FC1=C(C(=O)NC2=NC3=C(C=CC=C3C=C2)OC)C(=CC(=C1)N1CCNCC1)F 2,6-difluoro-N-(8-methoxyquinolin-2-yl)-4-(piperazin-1-yl)benzamide